CS(=O)(=O)C1=NC=CC(=N1)C(=O)N 2-(methylsulfonyl)pyrimidine-4-carboxamide